FC(C=1C=C(C=C(C1)C(F)(F)F)NC([C@H](C(C)C)NC(C1=C(C=CC(=C1)Cl)O)=O)=O)(F)F (S)-N-(1-((3,5-Bis(trifluoromethyl)phenyl)amino)-3-methyl-1-oxobutan-2-yl)-5-chloro-2-hydroxybenzamide